O1C(=CC=C1CC1=NC(=C2N=CNC2=N1)N)CC1=NC(=C2N=CNC2=N1)N N'-(furan-2,5-diylbis(methylene))bis(9H-purin-6-amine)